5-Fluorobenzene-1,3-diamine FC=1C=C(C=C(C1)N)N